C[C@H]1N([C@H](CC1)C)C(=O)C1=NOC(=N1)C1=C(C(=C(C(=C1)F)F)O)F ((2R,5S)-2,5-Dimethylpyrrolidin-1-yl)(5-(2,4,5-trifluoro-3-hydroxyphenyl)-1,2,4-oxadiazol-3-yl)methanone